(2S)-2-amino-5-hexynoic acid N[C@H](C(=O)O)CCC#C